COC1=CC=C(COC(CCCCCCCCC(=O)O)=O)C=C1 10-((4-methoxybenzyl)oxy)-10-oxodecanoic acid